8-(Bicyclo[2.1.1]hexane-1-yl)-N-(3-fluoro-5-(1-(4-fluorophenyl)-1H-pyrazol-4-yl)benzyl)-7H-purine-6-carboxamide C12(CCC(C1)C2)C2=NC1=NC=NC(=C1N2)C(=O)NCC2=CC(=CC(=C2)C=2C=NN(C2)C2=CC=C(C=C2)F)F